zinc (II) tetra(4-carboxyphenyl)porphyrin C(=O)(O)C1=CC=C(C=C1)C1=C2C=CC(C(=C3C=CC(=C(C=4C=CC(=C(C5=CC=C1N5)C5=CC=C(C=C5)C(=O)O)N4)C4=CC=C(C=C4)C(=O)O)N3)C3=CC=C(C=C3)C(=O)O)=N2.[Zn+2]